1-(6-((6-((3-(methylsulfonyl)pyridin-2-yl)amino)pyrimidin-4-yl)amino)-2-(trifluoromethyl)pyridin-3-yl)ethanone CS(=O)(=O)C=1C(=NC=CC1)NC1=CC(=NC=N1)NC1=CC=C(C(=N1)C(F)(F)F)C(C)=O